N-((3S,4R)-3-fluoro-1-methylpiperidin-4-yl)-2-(3-((2-methoxy-4-(methylsulfonyl)phenyl)amino)prop-1-yn-1-yl)-3-((Z)-prop-1-en-1-yl)imidazo[1,2-a]pyridin-8-amine F[C@H]1CN(CC[C@H]1NC=1C=2N(C=CC1)C(=C(N2)C#CCNC2=C(C=C(C=C2)S(=O)(=O)C)OC)\C=C/C)C